tert-Butyl 4-[4-[4-[2-[tert-butyl(dimethyl)silyl]oxy-1-(2-pyridyl) ethoxy]pyrazolo[1,5-a]pyridin-6-yl]-5-methyl-triazol-1-yl]piperidine-1-carboxylate [Si](C)(C)(C(C)(C)C)OCC(OC=1C=2N(C=C(C1)C=1N=NN(C1C)C1CCN(CC1)C(=O)OC(C)(C)C)N=CC2)C2=NC=CC=C2